C(C)(=O)N[C@H]1[C@@H](OC(=C[C@@H]1NC(=N)N)C(=O)O)[C@@H]([C@@H](CO)O)O (2R,3R,4S)-3-acetamido-4-guanidino-2-[(1R,2R)-1,2,3-trihydroxypropyl]-3,4-dihydro-2H-pyran-6-carboxylic acid